FC([C@@](C(=O)N1CC2=CC(=CC(=C2CC1)[C@H]1NCCC1)C=1C=C2C(=NC1)NC=C2C)(C)O)(F)F (S)-3,3,3-trifluoro-2-hydroxy-2-methaneyl-1-(7-(3-methyl-1H-pyrrolo[2,3-b]pyridin-5-yl)-5-((S)-pyrrolidin-2-yl)-3,4-Dihydroisoquinolin-2(1H)-yl)propan-1-one